5,5'-bis(7-methoxy-2,2-dimethylchroman-8-yl)-2,2'-bithiophene COC1=CC=C2CCC(OC2=C1C1=CC=C(S1)C=1SC(=CC1)C=1C(=CC=C2CCC(OC12)(C)C)OC)(C)C